BrC=1C(=C(C=CC1)NC=1N=CC=C2C=C(C=NC12)CN1CC(CC1)O)C 1-((8-((3-bromo-2-methylphenyl)amino)-1,7-naphthyridin-3-yl)methyl)pyrrolidin-3-ol